7-aminonaphtho[2,3-d][1,3]dioxole-6-carboxylic acid methyl ester COC(=O)C1=CC2=CC3=C(OCO3)C=C2C=C1N